ClCC1=CC(=C2CN(C(C2=C1)=O)C1=NC(=CC(=C1)C1=C(C=C(C=C1)F)C1=NN=CN1C)OCC)C(F)(F)F 6-(chloromethyl)-2-(6-ethoxy-4-(4-fluoro-2-(4-methyl-4H-1,2,4-triazol-3-yl)phenyl)pyridin-2-yl)-4-(trifluoromethyl)isoindolin-1-one